2-(6-((4-(4-(azetidin-1-ylmethyl)-3-fluorophenyl)-1H-1,2,3-triazol-1-yl)methyl)-5-fluoropyridin-3-yl)-5-(difluoromethyl)-1,3,4-oxadiazole N1(CCC1)CC1=C(C=C(C=C1)C=1N=NN(C1)CC1=C(C=C(C=N1)C=1OC(=NN1)C(F)F)F)F